ClC1=C(C=C(C=C1)CO)N1C(NC(CC1)=O)=O 1-(2-Chloro-5-(hydroxymethyl)phenyl)dihydropyrimidine-2,4(1H,3H)-dione